2-(Trifluoromethylsulfonyloxy)pyrrolo[1,2-a]pyrimidine-8-carboxylic acid ethyl ester C(C)OC(=O)C=1C=CN2C1N=C(C=C2)OS(=O)(=O)C(F)(F)F